C(=O)(OC(C)(C)C)N1CC(C(CC1)N)(F)F N-Boc-4-amino-3,3-difluoropiperidine